4-(3-(1-(ethylsulfonyl)piperidin-4-yl)-1H-pyrazol-5-yl)-1H-pyrrole C(C)S(=O)(=O)N1CCC(CC1)C1=NNC(=C1)C=1C=CNC1